(4-methyl-1-oxo-1-((1-oxo-3-(2-oxopyrrolidin-3-yl)propan-2-yl)amino)pentan-2-yl)carbamic acid 2-(3-chlorophenyl)-2-ethyl-1-phenylbutyl ester ClC=1C=C(C=CC1)C(C(C1=CC=CC=C1)OC(NC(C(NC(C=O)CC1C(NCC1)=O)=O)CC(C)C)=O)(CC)CC